rac-methyl 3-[1-(tert-butoxycarbonyl)pyrrolidin-3-yl]-1-methylindazole-5-carboxylate C(C)(C)(C)OC(=O)N1C[C@@H](CC1)C1=NN(C2=CC=C(C=C12)C(=O)OC)C |r|